CCOCCC(=O)O Ethoxypropionic acid